ClC=1C(=C(C=CC1)C(C)(C)NC=1C2=C(N=CN1)C=CC(=N2)O[C@@H]2CNCC2)F (S)-N-(2-(3-chloro-2-fluorophenyl)propan-2-yl)-6-(pyrrolidin-3-yloxy)pyrido[3,2-d]pyrimidin-4-amine